4-(morpholin-4-yl)oxolane-3-amine N1(CCOCC1)C1C(COC1)N